F[C@H]1C[C@H](N(C1)C(CN1C[C@@H](CC1)NC=1C=C2C=CC=NC2=C(C1)F)=O)C#N (2S,4S)-4-fluoro-1-[2-[(3R)-3-[(8-fluoro-6-quinolyl)amino]pyrrolidin-1-yl]acetyl]pyrrolidine-2-carbonitrile